NC1=NC(=CC(=N1)N1[C@@H](COCCC1)C=1C=C(C(=O)OC)C=CC1OC)C |r| (+/-)-methyl 3-(4-(2-amino-6-methylpyrimidin-4-yl)-1,4-oxazepan-3-yl)-4-methoxybenzoate